C(C)(C)(C)OC([C@H](C(C)C)N=[N+]=[N-])=O.FC(C)(F)C1=NC(=CC(=N1)NC1=CC(=NC=C1OC[C@H]1[C@@H](C1)F)NC(C)=O)C N-(4-((2-(1,1-difluoroethyl)-6-methylpyrimidin-4-yl)amino)-5-(((1s,2r)-2-fluorocyclopropyl)methoxy)pyridin-2-yl)acetamide tert-butyl-(2S)-2-azido-3-methylbutanoate